quinoline-8-sulfonohydrazide N1=CC=CC2=CC=CC(=C12)S(=O)(=O)NN